3-bromo-5-(2,5-dimethylpyrazol-3-yl)pyridine BrC=1C=NC=C(C1)C=1N(N=C(C1)C)C